CC1=C(C=NC=C1)C=1N=C(C2=CN=C(C=C2C1)N[C@H]1CNCC1)N |r| (±)-3-(4-methyl-3-pyridyl)-N6-pyrrolidin-3-yl-2,7-naphthyridine-1,6-diamine